N(=C=O)C1=CC=C(C=C1)C(=O)C(=O)C1=CC=C(C=C1)N=C=O 4,4'-diisocyanatobenzil